2-((2S,3S,4S)-5-chloro-6-fluoro-3-methoxy-2-phenyl-2-(pyrrolidin-2-yl)-2,3-dihydrobenzofuran-4-yl)-3-fluoro-4-methoxybenzamide ClC=1C(=CC2=C([C@@H]([C@@](O2)(C2NCCC2)C2=CC=CC=C2)OC)C1C1=C(C(=O)N)C=CC(=C1F)OC)F